ClC=1C(=NC(=NC1)C=1N(N=C2C=C(C=CC12)N)C)C=1C=NN(C1)S(=O)(=O)C1CC1 (5-chloro-4-(1-(cyclopropanesulfonyl)-1H-pyrazol-4-yl)pyrimidin-2-yl)-2-methyl-2H-indazol-6-amine